((2-fluoro-6-formyl-4-(3-(4-(pyrrolidin-1-yl)phenyl)-1,2,4-thiadiazol-5-yl)phenoxy)carbonyl)-L-valyl-L-leucine FC1=C(OC(=O)N[C@@H](C(C)C)C(=O)N[C@@H](CC(C)C)C(=O)O)C(=CC(=C1)C1=NC(=NS1)C1=CC=C(C=C1)N1CCCC1)C=O